C12(CC3CC(CC(C1)C3)C2)C=2C=C(C=CC2O)C=2C=C3C=CC(=CC3=CC2)C(=O)NCC 6-(3-(adamantan-1-yl)-4-hydroxyphenyl)-N-ethyl-2-naphthamide